C(=O)(O)OC(=O)[O-].[Na+].[Na+].[Na+].C[C@@H]1[C@@H](C1)C(=O)NC=1N=CC2=C(N=CC(=C2C1)C1=NN2C(C=CC(=C2)N2C[C@H](OCC2)C)=N1)NC.C(=O)(O)OC(=O)[O-].C(=O)(O)OC(=O)[O-] (1R,2S)-2-methyl-N-(8-(methylamino)-5-(6-((R)-2-methylmorpholino)-[1,2,4]triazolo[1,5-a]pyridin-2-yl)-2,7-naphthyridin-3-yl)cyclopropane-1-carboxamide tri-sodium hydrogendicarbonate